1,4-bis(tert-butyloxycarbonyl)-2-methylpiperazine-2-carboxylic acid C(C)(C)(C)OC(=O)N1C(CN(CC1)C(=O)OC(C)(C)C)(C(=O)O)C